COC1=CC=C(C=C1)NC1=NC2=C(C3=CC=NC=C13)C1=C(N2)C=NC=C1 N-(4-methoxyphenyl)-7H-pyrido[4',3':4,5]pyrrolo[2,3-c][2,7]naphthyridin-5-amine